ClC1=CC=C(C=C1)C1=C(C=CC=C1)C1=CC=CC=2C=CC=3NC=4C=CC=CC4C3C21 (4'-chloro-[1,1'-biphenyl]-2-yl)-7H-benzo[c]carbazole